BrC1=CN=C(S1)C12CCC(CC1)(CC2)OC(NC(C)C)=O N-isopropylcarbamic acid [1-(5-bromothiazol-2-yl)-4-bicyclo[2.2.2]octanyl] ester